3-Cyclopropyl-6-(naphthalen-2-yl)-4-oxo-4,5-dihydropyrazolo[1,5-a]pyrazine-2-carboxylic acid C1(CC1)C=1C(=NN2C1C(NC(=C2)C2=CC1=CC=CC=C1C=C2)=O)C(=O)O